ClC=1C(=CC=C2N=CC(=NC12)C=1C=NN(C1)CC1CN(C1)CC(=O)N1CC(C1)O)OC=1C=CC2=C(NC(=N2)C)C1 2-(3-((4-(8-chloro-7-((2-methyl-1H-benzo[d]imidazol-6-yl)oxy)quinoxalin-2-yl)-1H-pyrazol-1-yl)methyl)azetidin-1-yl)-1-(3-hydroxyazetidin-1-yl)ethanone